FC1=CC=C(C=C1C=1C=NNC1)O 4-fluoro-5-(1H-pyrazol-4-yl)phenol